2-{3-[(4-fluorophenyl)amino]prop-1-yn-1-yl}-N-(1-methylpiperidin-4-yl)-1-(2,2,2-trifluoroethyl)-1H-indol-4-amine FC1=CC=C(C=C1)NCC#CC=1N(C=2C=CC=C(C2C1)NC1CCN(CC1)C)CC(F)(F)F